ureido-isoxazole N(C(=O)N)C1=NOC=C1